Tert-butyl 2-(3-(4-(4-amino-3-(4-phenoxyphenyl)-1H-pyrazolo[3,4-d]pyrimidin-1-yl)piperidin-1-yl)azetidin-1-yl)-7-azaspiro[3.5]nonane-7-carboxylate NC1=C2C(=NC=N1)N(N=C2C2=CC=C(C=C2)OC2=CC=CC=C2)C2CCN(CC2)C2CN(C2)C2CC1(C2)CCN(CC1)C(=O)OC(C)(C)C